FC(CNCC1=CC=C(C=C1)[S@@](=O)(N)=NC(NC1=C2CCCC2=CC=2CCCC12)=O)F (R)-4-(((2,2-difluoroethyl)amino)methyl)-N'-((1,2,3,5,6,7-hexahydro-s-indacen-4-yl)-carbamoyl)benzenesulfonimidamide